FC(C(=O)O)(F)F.CO[C@@]1(COCC1)C1=CC(=CC(=N1)C1=CN(C2=CN=C(C=C21)NC(C)=O)CCC2CCNCC2)C N-(3-{6-[(3R)-3-methoxyoxolan-3-yl]-4-methylpyridin-2-yl}-1-[2-(piperidin-4-yl)ethyl]pyrrolo[2,3-c]pyridin-5-yl)acetamide trifluoroacetate